ClC=1C(N(C(=CC1OCC1=NC=C(C=C1F)F)C)C1=C(C(=NC=C1C)N1N=C(C=C1)C(C)(C)O)F)=O rel-3-chloro-4-((3,5-difluoropyridin-2-yl)methoxy)-3'-fluoro-2'-(3-(2-hydroxypropan-2-yl)-1H-pyrazol-1-yl)-5',6-dimethyl-2H-[1,4'-bipyridin]-2-one